2-methyl-5-(trifluoromethyl)pyridine-2,3-diamine CC1(NC=C(C=C1N)C(F)(F)F)N